BrC1=C(C=C(C=C1)F)C1(CC1)O[Si](C)(C)C(C)(C)C (1-(2-bromo-5-fluorophenyl)cyclopropyloxy)(tert-butyl)dimethylsilane